tri(sec-butyl)silanol C(C)(CC)[Si](O)(C(C)CC)C(C)CC